rac-N-(1-(tert-butyl)-3-((1S,3R,4S)-3-((tert-butyldimethylsilyl)oxy)-4-fluorocyclopentyl)-1H-pyrazol-5-yl)-2-(methoxymethyl)pyrazolo[1,5-a]pyrazin-4-amine C(C)(C)(C)N1N=C(C=C1NC=1C=2N(C=CN1)N=C(C2)COC)[C@H]2C[C@H]([C@H](C2)F)O[Si](C)(C)C(C)(C)C |r|